COC(C(CC1=NN(C=C1)C([2H])([2H])[2H])N)=O 2-Amino-3-(1-(methyl-d3)-1H-pyrazol-3-yl)propionic acid methyl ester